C(C)(=O)N1CCC(=CC1)C=1C(=NN(C1)CC(=O)N1[C@@H](C[C@H](C1)F)C(NC1=NC(=CC=C1)Br)=O)C(=O)N (1-acetyl-1,2,3,6-tetrahydropyridin-4-yl)-1-(2-((2S,4R)-2-((6-bromopyridin-2-yl)carbamoyl)-4-fluoropyrrolidin-1-yl)-2-oxoethyl)-1H-pyrazole-3-carboxamide